m-chloro-p-methoxybenzyl carbamate C(N)(OCC1=CC(=C(C=C1)OC)Cl)=O